1-{[(1R)-1-(2,2-difluoro-1,3-benzodioxol-5-yl)ethyl]Carbamoyl}-4-oxoazetidine-2-carboxylic acid FC1(OC2=C(O1)C=CC(=C2)[C@@H](C)NC(=O)N2C(CC2=O)C(=O)O)F